lauramidohydroxypropyl sulfate S(=O)(=O)(OCCC(O)NC(CCCCCCCCCCC)=O)[O-]